FC(C1=CC=CC(=N1)NC(=O)C=1C(=CC=2N(C1)C=C(N2)C2CCN(CC2)C(CN2CCC(CC2)N2N=C(C=C2)NC2C(NC(CC2)=O)=O)=O)OC(C)C)F N-[6-(difluoromethyl)-2-pyridinyl]-2-[1-[2-[4-[3-[(2,6-dioxo-3-piperidinyl)amino]pyrazol-1-yl]-1-piperidinyl]acetyl]-4-piperidinyl]-7-isopropoxy-imidazo[1,2-a]pyridine-6-carboxamide